N,N-bis(2,4-dimethoxybenzyl)-7-(4,4,5,5-tetramethyl-1,3,2-dioxaborolan-2-yl)oxazolo[4,5-c]pyridin-2-amine COC1=C(CN(C=2OC3=C(C=NC=C3B3OC(C(O3)(C)C)(C)C)N2)CC2=C(C=C(C=C2)OC)OC)C=CC(=C1)OC